N1=CC(=CC=C1)S(=O)(=O)N pyridin-3-sulfonamid